NC(C(C1=CC=CC=C1)SC1=C(C(=C(C(=N1)N1CC(CC1)C(=O)N)C#N)CC)C#N)=O 1-(6-((2-amino-2-oxo-1-phenylethyl)thio)-3,5-dicyano-4-ethylpyridin-2-yl)pyrrolidine-3-carboxamide